ClC1=NC(=CC2=CC=C(C=C12)C=1CCOCC1)C(=O)OC methyl 1-chloro-7-(3,6-dihydro-2H-pyran-4-yl)-isoquinoline-3-carboxylate